tert-butyl 11-oxo-3,4,8,9,10,11-hexahydro-1H-pyrido[4',3':3,4]-pyrazolo[1,5-a][1,4]diazepine-2(7H)-carboxylate O=C1C=2N(CCCN1)N=C1C2CN(CC1)C(=O)OC(C)(C)C